C(C)(C)(C)N(C(O)=O)CCOCCOCCOCCOCCNC(CC1=CC=C(C=C1)C=1N=NC(=NN1)C)=O.C(C=C)NC(C(C)C)=O N-(2-propenyl)2-methylpropanamide tert-butyl-(1-(4-(6-methyl-1,2,4,5-tetrazin-3-yl)phenyl)-2-oxo-6,9,12,15-tetraoxa-3-azaheptadecan-17-yl)carbamate